C[C@@H]1CN(CC1)C=1C=C2C(=CC=NC2=CC1)C(=O)OC(C)(C)C tert-butyl (S)-6-(3-methylpyrrolidin-1-yl)quinoline-4-carboxylate